C1(=CC=CC=C1)C1=NC=2N(C(=C1)N[C@H](CO)C)N=CC2 (S)-2-((5-phenylpyrazolo[1,5-a]pyrimidin-7-yl)amino)propan-1-ol